ClC1=CC=C(OCC(=O)NC23CC(C2)(C3)C(=O)NCCOC3=CC=C(C=C3)Cl)C=C1 3-[2-(4-chlorophenoxy)acetamido]-N-[2-(4-chlorophenoxy)ethyl]bicyclo[1.1.1]-pentane-1-carboxamide